C(CCCCCCCC=CCC)(=O)O.ClC1=CC(=CC(=N1)N1CCOCC1)C1=C2C(=NC=C1)NC(=C2)C 4-[6-chloro-4-(2-methyl-1H-pyrrolo[2,3-b]pyridin-4-yl)-2-pyridinyl]morpholine 9-dodecenate